(S)-3-[4-(4-Morpholin-4-yl-methyl-benzyloxy)-1-oxo-1,3-dihydro-isoindol-2-yl]-piperidine-2,6-dione C1CC(=O)NC(=O)[C@H]1N2CC3=C(C2=O)C=CC=C3OCC4=CC=C(C=C4)CN5CCOCC5